NC=1C2=C(N=CN1)N(C=C2CCC(OCC)OCC)[C@@H]2C[C@@H]([C@@H]1[C@H]2OC(O1)(C)C)C(=O)NC (3aR,4S,6R,6aS)-6-(4-Amino-5-(3,3-diethoxypropyl)-7H-pyrrolo[2,3-d]pyrimidin-7-yl)-N,2,2-trimethyltetrahydro-4H-cyclopenta[d][1,3]dioxole-4-carboxamide